(1R,2S,5S)-3-[3,5-bis(trifluoromethyl)benzoyl]-N'-[(2R)-2-chloro-2-fluoro-acetyl]-6,6-dimethyl-N'-[[(3S)-2-oxopyrrolidin-3-yl]methyl]-3-azabicyclo[3.1.0]hexane-2-carbohydrazide FC(C=1C=C(C(=O)N2[C@@H]([C@H]3C([C@H]3C2)(C)C)C(=O)NN(C[C@H]2C(NCC2)=O)C([C@H](F)Cl)=O)C=C(C1)C(F)(F)F)(F)F